O=C1C(=CN(C2=NC(=CC=C12)N1CC(C1)C(NC1=NC=CC=C1)=O)C1=NC=NS1)C(=O)O 4-oxo-7-{3-[(pyridin-2-yl)carbamoyl]azetidin-1-yl}-1-(1,2,4-thiadiazol-5-yl)-1,4-dihydro-1,8-naphthyridine-3-carboxylic acid